C(C)(C)(C)OC(NC1CC(CCC1)C1=C2C=C(NC2=C(C=C1F)C(N)=O)C)=O (3-(7-carbamoyl-5-fluoro-2-methyl-1H-indol-4-yl)cyclohexyl)carbamic acid tert-butyl ester